BrC1=CSC2=C1N=C(N=C2N(C(OC(C)(C)C)=O)CC=2OC=CC2)Cl tert-butyl N-(7-bromo-2-chloro-thieno[3,2-d]pyrimidin-4-yl)-N-(2-furylmethyl)carbamate